(R)-N-(4,4-difluoro-1-methylpyrrolidin-3-yl)-4-methoxy-5-(1-(2,2,2-trifluoroethyl)-1H-benzo[d][1,2,3]triazol-6-yl)pyrrolo[2,1-f][1,2,4]triazin-7-d-2-amine FC1([C@@H](CN(C1)C)NC1=NN2C(C(=N1)OC)=C(C=C2[2H])C=2C=CC1=C(N(N=N1)CC(F)(F)F)C2)F